N1(CCCC1)CC=CC(=O)O 4-(tetrahydropyrrol-1-yl)-but-2-enoic acid